1-oxo-4-(o-tolyl)-1,2-dihydroisoquinoline-7-carbaldehyde O=C1NC=C(C2=CC=C(C=C12)C=O)C1=C(C=CC=C1)C